4-(4-(2-(4-fluoropiperidin-1-yl)-6-methylpyrimidin-4-yl)-1H-pyrazol-1-yl)-3-(6-azaspiro[2.5]octan-6-yl)aniline FC1CCN(CC1)C1=NC(=CC(=N1)C=1C=NN(C1)C1=C(C=C(N)C=C1)N1CCC2(CC2)CC1)C